FC=1C=C(C=CC1C1CC2(CN(C2)S(=O)(=O)C)C1)NC(OCC1=CN=CO1)=O oxazol-5-ylmethyl (3-fluoro-4-(2-(methylsulfonyl)-2-azaspiro[3.3]heptan-6-yl)phenyl)carbamate